[Cl-].C(CCC)C(CCCCCCCCCCC)C1=NC=CN1C 1-butyl-dodecyl-3-methylimidazole chloride salt